BrC=1C=C(C=CC1)C(O)C1=NN=CN1C (3-bromophenyl)-(4-methyl-4H-1,2,4-triazol-3-yl)methanol